4-((1R)-5-(1-carboxyethyl)-2,2-difluorocyclohexyl)pyridine 1-oxide C(=O)(O)C(C)C1CCC([C@H](C1)C1=CC=[N+](C=C1)[O-])(F)F